2-(3-hydroxyphenyl)acetonitrile OC=1C=C(C=CC1)CC#N